D-Hamamelose O=C[C@](CO)(O)[C@H](O)[C@H](O)CO